(±)-N-(4-(hydroxy(pyridin-2-yl)methyl)-2,3-dihydrobenzofuro[7,6-d]isoxazol-8-yl)-2,6-dimethoxybenzenesulfonamide O[C@H](C1=CC2=C(C(=NO2)NS(=O)(=O)C2=C(C=CC=C2OC)OC)C2=C1CCO2)C2=NC=CC=C2 |r|